Tert-butyl (R)-2-(2-(2-isopropylphenyl)-4-(3,4-dimethoxybenzyl)piperazin-1-yl)-7-azaspiro[3.5]nonane-7-carboxylate C(C)(C)C1=C(C=CC=C1)[C@H]1N(CCN(C1)CC1=CC(=C(C=C1)OC)OC)C1CC2(C1)CCN(CC2)C(=O)OC(C)(C)C